ClC1=C(C=CC(=C1)C(F)(F)F)C1=CC=C(C=C1)C(=O)NC1=CC(=C(C=C1)O)NS(=O)(=O)C(F)(F)F 2'-chloro-N-(4-hydroxy-3-((trifluoromethyl)sulfonamido)phenyl)-4'-(trifluoromethyl)-[1,1'-biphenyl]-4-carboxamide